((S)-3-fluoropyrrolidin-1-yl)methanone tert-butyl-(E)-4-(4-(3-methoxy-3-oxoprop-1-en-1-yl)pyridin-2-yl)piperazine-1-carboxylate C(C)(C)(C)OC(=O)N1CCN(CC1)C1=NC=CC(=C1)\C=C\C(=O)OC.F[C@@H]1CN(CC1)C=O